C(CCC)[C@@]1(NC(NC1=O)=O)CNC(=O)C1=NN(N=C1)C1=CC=CC=C1 |r| rac-N-[(4-butyl-2,5-dioxoimidazolidin-4-yl)methyl]-2-phenyl-2H-1,2,3-triazole-4-carboxamide